C1(CCCCC1)[C@@]1(OCC2=CC(=CC=C2[C@@H]1C1=CC=C(C=C1)N1CCC(CC1)C=O)O)C 1-(4-((3S,4S)-3-cyclohexyl-7-hydroxy-3-methylisochroman-4-yl)phenyl)piperidine-4-carbaldehyde